monohydroxycinnamic acid OC(C(=O)O)=CC1=CC=CC=C1